OCC([C@H](C[C@H]1C(NCC1)=O)NC(=O)[C@H]1N(C[C@@H]2[C@H]1CCC2)C(=O)[C@]2(NC(CC2)=O)C2=CC=CC=C2)=O (1S,3aS,6aR)-N-((S)-4-hydroxy-3-oxo-1-((S)-2-oxopyrrolidin-3-yl)butan-2-yl)-2-((R)-5-oxo-2-phenylpyrrolidine-2-carbonyl)octahydrocyclopenta[c]pyrrole-1-carboxamide